(2-oxobenzylidene)ruthenium(II) O=C1C(C=[Ru])C=CC=C1